OC[C@@H](CCCCCCCCC\C=C/CCCCCCCC(=O)O)CCCCCCCC\C=C/CCCCCCCC(=O)O.BrCCOCCOCCOCCOCCOCCOCC(OC)OC 2-[2-[2-[2-[2-[2-(2-bromoethoxy)ethoxy]ethoxy]ethoxy]ethoxy]ethoxy]-1,1-dimethoxy-ethane (S)-3-hydroxypropane-1,2-diyl-di-oleate